ClCC(=O)N1CCC(CC1)C(=O)NC(C)(C)C 1-(2-chloroacetyl)-N-tert-butyl-4-piperidineformamide